NCC1=CC(=CC2=CN(N=C12)C)NC(=O)C1=CC=C(C2=CN(N=C12)C)N1CCC(CC1)N(C(OC(C)(C)C)=O)C1CC1 tert-butyl N-[1-[7-[[7-(aminomethyl)-2-methyl-indazol-5-yl]carbamoyl]-2-methyl-indazol-4-yl]-4-piperidyl]-N-cyclopropyl-carbamate